4,5-dicyano-1H-1,2,3-triazole C(#N)C=1N=NNC1C#N